6-((4-(5-(methylsilanyl)pyridin-3-yl)-1H-1,2,3-triazol-1-yl)methyl)-1H-indole-1-carboxylic acid tert-butyl ester C(C)(C)(C)OC(=O)N1C=CC2=CC=C(C=C12)CN1N=NC(=C1)C=1C=NC=C(C1)[SiH2]C